[Si](C)(C)(C(C)(C)C)O[C@H](CCC(=O)OC)\C=C\[C@@H]1[C@H](CC[C@@H]1CCO)O[Si](C)(C)C(C)(C)C (E)-methyl 4R-((tert-butyldimethylsilyl)oxy)-6-((1R,2S,5R)-2-((tert-butyldimethylsilyl)oxy)-5-(2-hydroxyethyl)cyclopentyl)hex-5-enoate